4-[([1-methylpyrazolo[4,3-d]pyrimidin-7-yl]amino)methyl]phenylboronic acid CN1N=CC=2N=CN=C(C21)NCC2=CC=C(C=C2)B(O)O